6-(2,6-Difluorophenyl)-4-((5-morpholinopyridin-2-yl)amino)pyridazine-3-carboxamide FC1=C(C(=CC=C1)F)C1=CC(=C(N=N1)C(=O)N)NC1=NC=C(C=C1)N1CCOCC1